3-amino-6-bromo-N-(2-fluoro-4-(1-(4-fluorophenyl)-6-methyl-2-oxo-1,2-dihydropyridine-3-carboxamido)phenyl)pyrazine-2-Carboxamide NC=1C(=NC(=CN1)Br)C(=O)NC1=C(C=C(C=C1)NC(=O)C=1C(N(C(=CC1)C)C1=CC=C(C=C1)F)=O)F